O=C1N(C(C2=CC=CC=C12)=O)[C@H]1CO[C@@H](OC1)CN(C1=CC=C(C#N)C=C1)CC1=CC(=C(C=C1)OC)F Trans-4-((((2r,5r)-5-(1,3-dioxoisoindolin-2-yl)-1,3-dioxan-2-yl)methyl)(3-fluoro-4-methoxybenzyl)amino)benzonitrile